OC=1C=[N+](C=CC1)C 3-hydroxy-1-methylpyridin-1-ium